2,6-Anhydro-4-(3-cyano-2H-benzo[g]indazol-2-yl)-3,4,5-trideoxy-5-isobutyramido-D-glycero-D-galacto-non-2-enonic acid C(#N)C=1N(N=C2C3=C(C=CC12)C=CC=C3)[C@H]3C=C(C(=O)O)O[C@H]([C@@H]3NC(C(C)C)=O)[C@H](O)[C@H](O)CO